(6-bromopyridin-3-yl)-4-(methylsulfonyl)butyronitrile BrC1=CC=C(C=N1)C(C#N)CCS(=O)(=O)C